ethyl (S)-3-(3-(4-hydroxy-1-methyl-2-oxo-1,2-dihydropyridin-3-yl)ureido)-3-(3-(2-methylbenzyl) phenyl)propanoate OC1=C(C(N(C=C1)C)=O)NC(N[C@@H](CC(=O)OCC)C1=CC(=CC=C1)CC1=C(C=CC=C1)C)=O